(2'-trifluoromethylphenyl)-4,6-difluorobenzenethiol FC(C1=C(C=CC=C1)C1=C(C(=CC(=C1)F)F)S)(F)F